FC(C(C(C(=O)NCC(=O)O)(F)F)(F)F)(C(F)(F)F)F nonafluorovalerylglycine